methyl 4-(2-(2-aminopyridin-3-yl)-5-bromo-3H-imidazo[4,5-b]pyridin-3-yl)benzoate NC1=NC=CC=C1C1=NC=2C(=NC(=CC2)Br)N1C1=CC=C(C(=O)OC)C=C1